CN(SC=1SC2=C(N1)C=CC=C2)C N,N-dimethyl-2-benzothiazolylsulfenamide